BrC1=CC=C(OC2=CC=C(C(=N2)C(F)(F)F)C(CN2N=CN=C2)C)C=C1 2-[6-(4-bromophenoxy)-2-(trifluoromethyl)-3-pyridyl]-1-(1,2,4-triazol-1-yl)propan